9-(4-bromobenzyl)-9H-carbazole BrC1=CC=C(CN2C3=CC=CC=C3C=3C=CC=CC23)C=C1